4-{6-[2-fluoro-1-(fluoromethyl)ethoxy]-3-[4-(methylsulphanyl)benzyl]-2,4-dioxo-3,4-dihydroquinazolin-1(2H)-yl}piperidine-1-carbaldehyde FCC(OC=1C=C2C(N(C(N(C2=CC1)C1CCN(CC1)C=O)=O)CC1=CC=C(C=C1)SC)=O)CF